O=C1NC(CCC1N1C(C=2N=C(N=CC2C1=O)N1CCN(CC1)CCCCCOC1=CC=C(C=C1)\C(=C(\CC)/C1=CC=CC=C1)\C1=CC=C(C=C1)O)=O)=O (Z)-6-(2,6-dioxopiperidin-3-yl)-2-(4-(5-(4-(1-(4-hydroxyphenyl)-2-phenylbut-1-en-1-yl)phenoxy)pentyl)piperazin-1-yl)-5H-pyrrolo[3,4-d]pyrimidine-5,7(6H)-dione